FC=1C(=CN(C1C=1C(=NC=CC1)F)S(=O)(=O)C=1C=NC=CC1)CNC 1-[4-fluoro-5-(2-fluoropyridin-3-yl)-1-(pyridin-3-ylsulfonyl)-1H-pyrrol-3-yl]-N-methyl-methanamine